CN1N=CC2=CC=C(C=C12)S(=O)(=O)C1=CC=C(C=C1)CNC(=O)C1=CC=2C(=CN=CC2)S1 N-{[4-(1-methyl-1H-indazole-6-sulfonyl)phenyl]methyl}thieno[2,3-c]pyridine-2-carboxamide